4-Fluoro-N-(2-((2R,3S)-2-methylpyrrolidin-3-yl)thieno[2,3-b]pyridin-4-yl)benzo[d]thiazol-5-amine FC1=C(C=CC2=C1N=CS2)NC2=C1C(=NC=C2)SC(=C1)[C@@H]1[C@H](NCC1)C